Cl.C(C)(C)C1CC(NC1)(C)C 4-isopropyl-2,2-dimethyl-pyrrolidine hydrochloride